COC1=CC=C(C=C1)C(=O)C1=CC=C(C=C1)C (4-methoxyphenyl)(p-tolyl)methanone